C(CCCCC)C1=C(C=CC(=C1)CCC)O 2-Hexyl-4-propylphenol